6-(5-((3aS,4S,6aR)-2-oxohexahydro-1H-thieno[3,4-d]imidazol-4-yl)pentanamido)hexanamide O=C1N[C@H]2[C@@H](N1)CS[C@H]2CCCCC(=O)NCCCCCC(=O)N